methyl (E)-3-(2-(cyclopropylmethoxy)-6-(2-hydroxypropan-2-yl)pyridin-3-yl)acrylate C1(CC1)COC1=NC(=CC=C1/C=C/C(=O)OC)C(C)(C)O